BrC1=CC=C(C=C1)S(=O)(=O)NC(C1=CC=C(C=C1)C1=NOC(=N1)C(F)(F)F)=O N-((4-bromophenyl)sulfonyl)-4-(5-(trifluoromethyl)-1,2,4-oxadiazol-3-yl)benzamide